COC(=O)C=1C=C(C[C@H]2C[C@@H](NC2)C(=O)OCC2=CC=CC=C2)C=CC1 benzyl (2R,4S)-4-(3-(methoxycarbonyl)benzyl)pyrrolidine-2-carboxylate